C1(CC1)CNC=1N=NC(=C(N1)C1=CC=CC=C1)C=1C=C2C(=NC=NC2=CC1)C N-(cyclopropylmethyl)-6-(4-methylquinazolin-6-yl)-5-phenyl-1,2,4-triazin-3-amine